ClC=1C=CC=C2C=C(N(C12)CC=1C=NC=NC1)C1=NC=2C=C(C=C3OCCN1C23)C(=O)O 2-(7-chloro-1-(pyrimidin-5-ylmethyl)-1H-indol-2-yl)-3,4-dihydro-5-oxa-1,2a-diazaacenaphthylene-7-carboxylic acid